C(CCC=C)[Si](Cl)(Cl)CCCCCCCC=C (4-pentenyl)(8-nonenyl)dichlorosilane